(S)-N-(2-Chloro-6-fluorophenyl)-5-fluoro-4-(2-(2-hydroxypropan-2-yl)-1-methyl-1H-imidazol-4-yl)-2-((1,1,1-trifluoropropan-2-yl)oxy)benzamide ClC1=C(C(=CC=C1)F)NC(C1=C(C=C(C(=C1)F)C=1N=C(N(C1)C)C(C)(C)O)O[C@H](C(F)(F)F)C)=O